FC1=C(C(=CC(=C1)F)OCCOC)C=1C2=C(C(=NC1NC(=O)C1CN(CC1)C(=O)OC(C)(C)C)C=1C=C3C=NN(C3=CC1)C)C=CS2 tert-butyl 3-((7-(2,4-difluoro-6-(2-methoxyethoxy)phenyl)-4-(1-methyl-1H-indazol-5-yl)thieno[3,2-c]pyridin-6-yl)carbamoyl)pyrrolidine-1-carboxylate